C(C)(C)(C)[Si](C)(C)OC(C1=CC=CC=C1)C1=CC=C(C=C1)C(C)[2H] tert-butyl((4-(ethyl-1-d)phenyl)(phenyl)methoxy)dimethylsilane